4-chloro-10-(1-((1r,4r)-4-(hydroxymethyl)cyclohexyl)piperidin-4-yl)-7,7-dimethylindolo[1,2-a]quinazolin-5(7H)-one ClC=1C=2C(N=C3N(C2C=CC1)C1=CC(=CC=C1C3(C)C)C3CCN(CC3)C3CCC(CC3)CO)=O